N,N-diethyl-aminomethyltriethoxysilane C(C)N(CC)C[Si](OCC)(OCC)OCC